3-(p-chlorophenyl)-1,1-dimethyl-urea ClC1=CC=C(C=C1)NC(N(C)C)=O